C(C)(=O)N[C@H]1[C@@H](O[C@@H]([C@H]([C@@H]1OC(C)=O)OC(C)=O)COC(C)=O)C1=NOC(=C1)C (2-acetylamino-3,4,6-tri-O-acetyl-2-deoxy-beta-D-glucopyranosyl)-5-methylisoxazole